COC=1C=C2C=CC(=CC2=CC1)C(CCC(=O)OC)=O Methyl 4-(6-methoxynaphthalen-2-yl)-4-oxobutanoate